C1=CC=CC=2C3=CC=CC=C3C(C12)COC(=O)N(C(C(=O)O)CCC1=CC(=NC=C1)N(C)C)C 2-((((9H-Fluoren-9-yl)methoxy)carbonyl)(methyl)amino)-4-(2-(dimethylamino)pyridin-4-yl)butanoic acid